(3-bromocyclobutoxy)piperidine-1-carboxylic acid tert-butyl ester C(C)(C)(C)OC(=O)N1C(CCCC1)OC1CC(C1)Br